N-[(6-hydroxypyridin-2-yl)methyl]-2-methyl-5-[(1-methyl-1H-pyrazol-5-yl)methoxy]-2H-indazole-3-carboxamide OC1=CC=CC(=N1)CNC(=O)C=1N(N=C2C=CC(=CC12)OCC1=CC=NN1C)C